C(C)(C)(C)OC(=O)N1CCC(C1)NC1=C2C(N(C(C2=CC=C1)=O)C1C(NC(CC1)=O)=O)=O 4-((2-(2,6-dioxopiperidin-3-yl)-1,3-dioxoisoindolin-4-yl)amino)pyrrolidine-1-carboxylic acid tert-butyl ester